(1R,3S)-1-((2'-(benzyloxy)-2,3',6-trifluoro-[1,1'-biphenyl]-3-yl)methyl)-3-(methylsulfonamido)cyclopentane-1-carboxamide C(C1=CC=CC=C1)OC1=C(C=CC=C1F)C1=C(C(=CC=C1F)C[C@]1(C[C@H](CC1)NS(=O)(=O)C)C(=O)N)F